FC1=C(C(=CC=C1C=1C=NN(C1)CC1=CC=C(C=C1)F)O)N1CC(NS1(=O)=O)=O 5-(2-fluoro-3-(1-(4-fluorobenzyl)-1H-pyrazol-4-yl)-6-hydroxyphenyl)-1,2,5-thiadiazolidin-3-one 1,1-dioxide